Perfluoro-tert-butoxyisophthalaldehyde FC1=C(C(=C(C=O)C(=C1F)F)OC(C(F)(F)F)(C(F)(F)F)C(F)(F)F)C=O